[18F]C(CCSCCC(=O)O)C\C=C/CCCCCCCC 7-[18F]fluoro-4-thiaoleic acid